C(CC(C)C)OC([C@@H](CN)NC(=O)OCC1=CC=CC=C1)=O (R)-3-amino-2-(((benzyloxy)carbonyl)amino)propanoic acid isoamyl ester